N,N-dilauroyl-L-glutamine C(CCCCCCCCCCC)(=O)N([C@@H](CCC(N)=O)C(=O)O)C(CCCCCCCCCCC)=O